NC1=CC=C(C(=N1)C)CNC([C@H](C)NC(=O)[C@@H]1N(C[C@H](C1)CC1=CC=C(C=C1)CC1=CC=CC=C1)C(=O)OC(C)(C)C)=O tert-butyl (2R,4S)-2-(((S)-1-(((6-amino-2-methylpyridin-3-yl)methyl)amino)-1-oxopropan-2-yl)carbamoyl)-4-(4-benzylbenzyl)pyrrolidine-1-carboxylate